N=1N=CN2N=C(C=CC21)N2N=C(C(=C2C)CCC(=O)N2CCN(CC2)C2=CC=C(C=C2)F)C 3-(1-([1,2,4]triazolo[4,3-b]pyridazin-6-yl)-3,5-dimethyl-1H-pyrazol-4-yl)-1-(4-(4-fluorophenyl)piperazin-1-yl)propan-1-one